OC1=CC=C(C=C1)/C=C/C1=C2CCC(OC2=CC(=C1)O)(C)C 5-[(E)-2-(4-hydroxyphenyl)ethenyl]-2,2-dimethyl-3,4-dihydrochromen-7-ol